Sodium Lauroyl-Sodium C(CCCCCCCCCCC)(=O)[Na].[Na]